BrC1=C(C=CC=C1)N1CCC1 1-(2-bromophenyl)azetidine